C(C)(C)(C)OC(=O)N1CC2(C1)CC=C(CC2)C2=CC=C(C=C2)C(F)(F)F 7-[4-(trifluoromethyl)phenyl]-2-azaspiro[3.5]non-6-ene-2-carboxylic acid tert-butyl ester